1-(4-(4-chloro-6-(7-methyl-2,7-diazaspiro[3.5]nonan-2-yl)pyrimidin-2-yl)-1H-pyrazol-1-yl)-2-methylpropan-2-ol ClC1=NC(=NC(=C1)N1CC2(C1)CCN(CC2)C)C=2C=NN(C2)CC(C)(O)C